CC1=C(C(=CC=C1)C)N1C(C=2C=CC3=C4C2C(C1=O)=CC=C4C=4C=1C2=C(C(N(C(C2=CC4)=O)C4=C(C=CC=C4C)C)=O)C=CC31)=O 2,9-bis(2,6-dimethylphenyl)anthra[2,1,9-def:6,5,10-d'e'f']-diisoquinoline-1,3,8,10(2H,9H)tetraone